C(C1=CC=CC=C1)N(C(CNS(=O)(=O)CC1=CC=C(C=C1)Cl)=O)C N-benzyl-2-(N-(4-chlorophenyl)methanesulfonylamino)-N-methylacetamide